[O-]CC.[O-]CC.[O-]CC.[Al+3].C(CCCCCCCCCCCCCCC)N1C(=C(C(C2=CC=C(C=C12)OC1OCCCC1)=O)OC1OCCCC1)C1=CC(=C(C=C1)OC1OCCCC1)OC1OCCCC1 N-hexadecyl-2-(3,4-ditetrahydropyranoxyphenyl)-3,7-Di-Tetrahydropyranyloxyquinolin-4-one Aluminum triethoxide